(6-(2-fluoro-4-hydroxyphenyl)-1H-indazol-4-yl) Acetate C(C)(=O)OC1=C2C=NNC2=CC(=C1)C1=C(C=C(C=C1)O)F